(N-(3-(3-methyl-4-oxo-3,4-dihydrophthalazin-1-yl)phenyl)sulfamoyl)carbamic acid tert-butyl ester C(C)(C)(C)OC(NS(NC1=CC(=CC=C1)C1=NN(C(C2=CC=CC=C12)=O)C)(=O)=O)=O